3-(1,1-Difluoroethyl)-4-methyl-N-(2-(methylthio)pyridin-4-yl)-1-(((cis)-3-(trifluoromethyl)cyclobutyl)methyl)-1H-pyrazole-5-carboxamide FC(C)(F)C1=NN(C(=C1C)C(=O)NC1=CC(=NC=C1)SC)C[C@@H]1C[C@@H](C1)C(F)(F)F